C1OCC12CN(C2)C2CCC(CC2)NC2=C1C=C(N(C1=CC=C2)CC(F)(F)F)C#CCNC2=C(C=C(C=C2)C(C#N)(C)C)OC 2-(4-((3-(4-(((1S,4S)-4-(2-oxa-6-azaspiro[3.3]heptan-6-yl)cyclohexyl)amino)-1-(2,2,2-trifluoroethyl)-1H-indol-2-yl)prop-2-yn-1-yl)amino)-3-methoxyphenyl)-2-methylpropanenitrile